N[C@@H](CC(=O)O)CC=1OC=CC1 (R)-3-amino-4-(2-furyl)-butyric acid